2-(((2S,4s,6S)-6-((4-(3-cyanophenyl)pyrimidin-2-yl)amino)spiro[3.3]heptan-2-yl)oxy)nicotinamide C(#N)C=1C=C(C=CC1)C1=NC(=NC=C1)NC1CC2(CC(C2)OC2=C(C(=O)N)C=CC=N2)C1